CC=1CC(OCC1)C1=CC=CC=C1 3,6-dihydro-4-methyl-2-phenyl-2H-pyran